CC(C(=O)N)CCCCCCCC methyl-decanoamide